(3S,4S)-4-methoxytetrahydrofuran-3-ol CO[C@@H]1[C@H](COC1)O